2-((4R,4aS,7R,7aR,12bS)-3-(cyclopropylmethyl)-4a,9-dihydroxy-2,3,4,4a,5,6,7,7a-octahydro-1H-4,12-methanobenzofuro[3,2-e]isoquinolin-7-yl)isoindoline-1,3-dione C1(CC1)CN1[C@H]2[C@@]3(CC[C@H]([C@H]4[C@]3(CC1)C1=C(O4)C(=CC=C1C2)O)N2C(C1=CC=CC=C1C2=O)=O)O